triphenylsulfonium (E)-3-(thiophen-3-yl)acrylate S1C=C(C=C1)/C=C/C(=O)[O-].C1(=CC=CC=C1)[S+](C1=CC=CC=C1)C1=CC=CC=C1